2-Ethylsulfanyl-N-[[4-fluoro-3-(hydroxymethyl)-phenyl]methyl]-4-methyl-6-morpholin-4-yl-pyridine-3-carboxylic acid amide C(C)SC1=NC(=CC(=C1C(=O)NCC1=CC(=C(C=C1)F)CO)C)N1CCOCC1